C[N+](C)(C)C[BH2-]C#N (trimethylammonio)methyl-(cyanoborohydride)